1-(1-Benzyl-1H-pyrrol-2-yl)ethan-1-one C(C1=CC=CC=C1)N1C(=CC=C1)C(C)=O